bromo-3-(1-cyclopropyl-2-methoxyvinyl)-1-((2-(trimethylsilyl)ethoxy)methyl)-1H-pyrrolo[2,3-b]pyridine BrC1=C(C=2C(=NC=CC2)N1COCC[Si](C)(C)C)C(=COC)C1CC1